2-(5,6-diamino-2-pyridyl)-5-methoxy-3-methyl-phenol NC=1C=CC(=NC1N)C1=C(C=C(C=C1C)OC)O